OC1=CC=C2C=CC(=CC2=C1)C=O 7-HYDROXYNAPHTHALENE-2-CARBOXALDEHYDE